(3',5'-Bis(((3-((3-aminopropyl)amino)propyl)amino)methyl)-[1,1'-biphenyl]-4-yl)(piperidin-1-yl)methanone, hydrochloride salt Cl.NCCCNCCCNCC=1C=C(C=C(C1)CNCCCNCCCN)C1=CC=C(C=C1)C(=O)N1CCCCC1